3,3'-(1,4-phenylene)bis(5-phenyl-1H-1,2,4-triazole) C1(=CC=C(C=C1)C1=NNC(=N1)C1=CC=CC=C1)C1=NNC(=N1)C1=CC=CC=C1